FC1(CCC2=C1N=C(N=C2C=2C=CC(=C(C2)S(=O)(C)=N)C(F)F)N2[C@H]([C@@H](C2)O)C)F (5-(7,7-difluoro-2-((2S,3R)-3-hydroxy-2-methylazetidin-1-yl)-6,7-dihydro-5H-cyclopenta[d]pyrimidin-4-yl)-2-(difluoromethyl)phenyl)(imino)(methyl)-λ6-sulfanone